6-(1-((5s,8s)-2-acetyl-2-azaspiro[4.5]decan-8-yl)-5-methyl-1H-pyrazol-4-yl)-4-((2-cyanophenyl)thio)pyrazolo[1,5-a]pyridine-3-carbonitrile C(C)(=O)N1CC2(CC1)CCC(CC2)N2N=CC(=C2C)C=2C=C(C=1N(C2)N=CC1C#N)SC1=C(C=CC=C1)C#N